Cl.NN1C=NN=C1 4-amino-1,2,4-triazole hydrochloride